N-(5-(8-((4-morpholinophenyl)amino)imidazo[1,2-a]pyrazin-6-yl)-pyridin-3-yl)-3-(trifluoromethyl)benzamide O1CCN(CC1)C1=CC=C(C=C1)NC=1C=2N(C=C(N1)C=1C=C(C=NC1)NC(C1=CC(=CC=C1)C(F)(F)F)=O)C=CN2